P(O)(O)(=O)F.P(O)(O)(=O)F.P(O)(O)(=O)F.P(O)(O)(=O)F.[Cu] copper tetrafluoro-phosphoric acid